ClC=1C=NN(C(C1Cl)=O)CC(=O)NC1=CC(=C(C=C1)C)[N+](=O)[O-] 2-(4,5-dichloro-6-oxo-pyridazin-1-yl)-N-(4-methyl-3-nitro-phenyl)acetamide